N-(1-(2-fluorophenyl)-1,4,5,7-tetrahydropyrano[3,4-c]pyrazol-4-yl)-5,6,7,8-tetrahydroimidazo[1,5-a]pyridine-3-carboxamide FC1=C(C=CC=C1)N1N=CC2=C1COCC2NC(=O)C2=NC=C1N2CCCC1